C(=O)(OC(C)(C)C)N[C@H](CO)CC(C)C (2S)-2-(Boc-amino)-4-methyl-1-pentanol